OC1=C(C=C2C(=N1)CCC2)C(=O)O 2-hydroxy-6,7-dihydro-5H-cyclopenta[b]pyridine-3-carboxylic acid